FC=1C=C(N)C=C(C1OC1=C2C(=NC=C1)N(C=C2C2C(OCCC2)C)S(=O)(=O)C2=CC=C(C=C2)C)F (+/-)-3,5-difluoro-4-({1-(4-methylbenzene-1-sulfonyl)-3-(2-methyloxan-3-yl)-1H-pyrrolo[2,3-b]pyridin-4-yl}oxy)aniline